C(CC)OC(CN(C)C)=O.C(CCCCCCCCCCCCCCCCC)(=O)N stearamide propyl-dimethylaminoacetate